C1(CC1)C=1C=C(N=NC1C1=C(C=C(C=C1)C#C)OCOCC)NC(CN(C(OC(C)(C)C)=O)C)=O Tert-butyl (2-((5-cyclopropyl-6-(2-(ethoxymethoxy)-4-ethynylphenyl)pyridazin-3-yl)amino)-2-oxoethyl)(methyl)carbamate